C(C)(C)(C)OOC1(C(C=CC=C1)OOC(C)(C)C)C(C)C 1,2-bistert-butylperoxycumene